2-hydroxyisoindolin-1,3-dione ON1C(C2=CC=CC=C2C1=O)=O